CC1=C(OC(C(=O)O)(C)C)C(=CC(=C1)N1CCN(CC1)CC1=CC=C(C=C1)C(F)(F)F)C 2-(2,6-Dimethyl-4-(4-(4-(trifluoromethyl)benzyl)piperazin-1-yl)phenoxy)-2-methylpropanoic acid